FC1=C(C=C(C=C1)N(C(=O)C1=CC=2N(C(=C1)C)N=CC2C=2C=CC(=NC2)NC(OC)=O)COC)OC methyl N-[5-[5-[(4-fluoro-3-methoxy-phenyl)-(methoxymethyl)carbamoyl]-7-methyl-pyrazolo[1,5-a]pyridin-3-yl]-2-pyridyl]carbamate